BrC=1C=C(C=2N(C3=CC=C(C=C3C2C1)Cl)S(=O)(=O)C1=CC=C(C)C=C1)CCCN1C(C2=CC=CC=C2C1=O)=O 2-(3-(3-Bromo-6-chloro-9-tosyl-9H-carbazol-1-yl)propyl)isoindoline-1,3-dione